ClC1=CC(N(C2=CC=CC(=C12)C)C)=O 4-Chloro-1,5-dimethylquinolin-2(1H)-one